2-(dimethylamino)-1-(6-(2-(4-isopropyl-5-(8-methoxy-[1,2,4]triazolo[1,5-a]pyridin-6-yl)-1H-pyrazol-3-yl)-4-methylthiazol-5-yl)-2,6-diazaspiro[3.3]heptan-2-yl)ethan-1-one CN(CC(=O)N1CC2(C1)CN(C2)C2=C(N=C(S2)C2=NNC(=C2C(C)C)C=2C=C(C=1N(C2)N=CN1)OC)C)C